4,4'''-(perfluorocyclopent-1-ene-1,2-diyl)bis(5-methyl-2,2':5',2''-terthiophene) FC1(C(=C(C(C1(F)F)(F)F)C=1C=C(SC1C)C=1SC(=CC1)C=1SC=CC1)C=1C=C(SC1C)C=1SC(=CC1)C=1SC=CC1)F